spiro[9H-xanthene-9,9'-[9H]fluorene] C1=CC=CC=2C3=CC=CC=C3C3(C12)C1=CC=CC=C1OC=1C=CC=CC13